CN(C)C[C@@H]1N(CCC1)C1=CC(=C(C=C1[N+](=O)[O-])NC1=NC=CC(=C1)N1CC(C2=NC(=CC=C21)C)(C)C)OC (R)-N-(4-(2-((dimethylamino)methyl)pyrrolidin-1-yl)-2-methoxy-5-nitrophenyl)-4-(3,3,5-trimethyl-2,3-dihydro-1H-pyrrolo[3,2-b]pyridin-1-yl)pyridin-2-amine